S(=O)(=O)(O)O.C(C=C)OCOCOCC=C allyloxymethyl ether sulfate